C(C)(C)(C)OC(=O)N1CCC2=CC=C(C=C12)CC1=CC=C(C=C1)C=O.CSC=1C2=C(N=C(N1)C1=CC=CC=C1)SC(=C2C(=C)C)C(=O)N2CCCCC2 (4-(Methylthio)-2-phenyl-5-(prop-1-en-2-yl)thieno[2,3-d]pyrimidin-6-yl)(piperidin-1-yl)methanone tert-butyl-6-(4-formylbenzyl)indoline-1-carboxylate